C(C)(=O)OC(C)(C)C t-butyl acetate